ClC=1C=CC(=C(C(=O)N)C1)F 5-chloro-2-fluorobenzamide